[Si]([O-])([O-])([O-])[O-].[Zn+2].[Cu+2] copper-zinc silicate